OC1(C(C=C(C=C1)O)N)N 2,5-dihydroxy-phenylenediamine